N-([2,2'-bipyridin]-5-yl)-1-methylpiperidine-4-carboxamide N1=C(C=CC(=C1)NC(=O)C1CCN(CC1)C)C1=NC=CC=C1